N=1C(=CN2C1C=CC=C2)N2C([C@H](N(CC2)C(C=C)=O)CC2=CNC1=CC=CC=C21)=O (3R)-1-imidazo[1,2-a]pyridin-2-yl-3-(1H-indol-3-ylmethyl)-4-prop-2-enoyl-piperazin-2-one